N',N'-bis(2-hydroxypropyl)-1,3-propanediamine OC(CN(CCCN)CC(C)O)C